1-(6-amino-3-pyridyl)-4-(dimethylamino)piperidin-2-one NC1=CC=C(C=N1)N1C(CC(CC1)N(C)C)=O